CC1=C(C=CC(=C1)C)C[C@H](C[C@H]1C(NCC1)=O)NC([C@H](CC1CCCCC1)NC(C=CC1=CC=CC=C1)=O)=O (2,4-dimethylphenyl)(S)-2-((S)-2-cinnamamido-3-cyclohexylpropionamido)-3-((S)-2-oxopyrrolidin-3-yl)propane